1-((S)-3-(Azetidin-1-yl)-6,7-dihydro-5H-cyclopenta[c]pyridin-7-yl)-N-((cis)-3-(5-chloro-2-cyanophenyl)cyclobutyl)-pyrazole-4-carboxamide N1(CCC1)C1=CC2=C(C=N1)[C@H](CC2)N2N=CC(=C2)C(=O)N[C@@H]2C[C@@H](C2)C2=C(C=CC(=C2)Cl)C#N